C(#N)C1=CC(=C(COC2=CC=CC(=N2)C2=CC(N(C=C2F)CC2=NC3=C(N2C[C@H]2OCC2)C=C(C=C3)C(=O)O)=O)C=C1)F (S)-2-((6-((4-cyano-2-fluorobenzyl)oxy)-5'-fluoro-2'-oxo-[2,4'-bipyridyl]-1'(2'H)-yl)methyl)-1-(oxetan-2-ylmethyl)-1H-benzo[d]imidazole-6-carboxylic acid